C(#N)/C(/C(=O)NCCOCCOCCOC)=C\C=1SC(=CC1)C1=CC2=CC=C(C=C2C=C1)N1CCCCC1 (E)-2-cyano-N-(2-(2-(2-methoxyethoxy)ethoxy)ethyl)-3-(5-(6-(piperidin-1-yl)naphthalen-2-yl)thiophen-2-yl)acrylamide